9-(3-(3-isopropyl-1H-indazol-5-yl)imidazo[1,2-b]pyridazin-6-yl)-2-oxa-9-azaspiro[5.5]undecane C(C)(C)C1=NNC2=CC=C(C=C12)C1=CN=C2N1N=C(C=C2)N2CCC1(CCCOC1)CC2